ClC(CC(=O)N([C@H](CS)C(=O)O)CC1=CC=CC=2C3=CC=CC=C3CC12)(Cl)Cl trichloroethylcarbonyl-(s)-fluorenylmethyl-L-cysteine